(S)-6-((1-acryloyl-3-(3-chloro-2-methylphenyl)pyrrolidin-3-yl)amino)-3,3-dimethyl-1-(methyl-d3)indolin-2-one C(C=C)(=O)N1C[C@](CC1)(C1=C(C(=CC=C1)Cl)C)NC1=CC=C2C(C(N(C2=C1)C([2H])([2H])[2H])=O)(C)C